FC1=CC=C(C=C1)[C@H](CNC1=CC(=NC=2N1N=C(C2)C(F)(F)F)C(F)(F)F)N2CC(C2)C2=NC=CC=C2 (R)-N-(2-(4-fluorophenyl)-2-(3-(pyridin-2-yl)azetidin-1-yl)ethyl)-2,5-bis(trifluoromethyl)pyrazolo[1,5-a]pyrimidin-7-amine